C(C)C=1NC2=CC=CC=C2C1CC(=O)O.N1C=C(C2=CC=CC=C12)CC(=O)OCC Ethyl 3-indoleacetate (Ethyl 3-Indoleacetate)